C1(CCCC1)N1C(C(=CC2=C1N=C(N=C2)NC2CCN(CC2)S(=O)(=O)C2=CC=C(C=C2)F)C#N)=O 8-cyclopentyl-2-((1-((4-fluorophenyl)sulfonyl)piperidin-4-yl)amino)-7-oxo-7,8-dihydropyrido[2,3-d]pyrimidine-6-carbonitrile